(R)-(-)-3-(carbamoylmethyl)-5-methyl-caproic acid C(N)(=O)C[C@H](CC(=O)O)CC(C)C